N-(5-benzylthiazol-2-yl)-2-(2-(2,6-dioxopiperidin-3-yl)-6-fluoro-3-oxoisoindolin-5-yl)acetamide C(C1=CC=CC=C1)C1=CN=C(S1)NC(CC=1C=C2C(N(CC2=CC1F)C1C(NC(CC1)=O)=O)=O)=O